6-bromo-4-((hydroxy-d)methyl-d2)phthalazin-1(2H)-one BrC=1C=C2C(=NNC(C2=CC1)=O)C([2H])([2H])O[2H]